2-(1-isopropyl-5-(quinolin-6-yl)-1H-indol-3-yl)-N-(4-methylbenzyl)acetamide C(C)(C)N1C=C(C2=CC(=CC=C12)C=1C=C2C=CC=NC2=CC1)CC(=O)NCC1=CC=C(C=C1)C